2-(trifluoromethyl)-1H-pyrrole FC(C=1NC=CC1)(F)F